methyl-3-(1-phenylethoxy)-1H-pyrrole-2,5-dicarboxamide CN1C(=C(C=C1C(=O)N)OC(C)C1=CC=CC=C1)C(=O)N